2-((8-[(3β)-cholest-5-en-3-yloxy]octyl)oxy)-N,N-dimethyl-3-[(9Z,12Z)-octadec-9,12-dien-1-yloxy]propan-1-amine CC(C)CCC[C@@H](C)[C@H]1CC[C@H]2[C@@H]3CC=C4C[C@H](CC[C@]4(C)[C@H]3CC[C@]12C)OCCCCCCCCOC(CN(C)C)COCCCCCCCC\C=C/C\C=C/CCCCC